2-(6-(4-(1-Methylpiperidin-4-yl)-phenyl)-4-oxoquinazolin-3(4H)-yl)-2-(pyridin-3-yl)-N-(thiazol-2-yl)-acetamide CN1CCC(CC1)C1=CC=C(C=C1)C=1C=C2C(N(C=NC2=CC1)C(C(=O)NC=1SC=CN1)C=1C=NC=CC1)=O